2-hydroxy-N-((5-(2-((2-methyl-6-(piperidin-1-yl)quinazolin-4-yl)thio)acetyl)thiophen-2-yl)methyl)acetamide OCC(=O)NCC=1SC(=CC1)C(CSC1=NC(=NC2=CC=C(C=C12)N1CCCCC1)C)=O